O=C(CC(=O)N[C@@H](CCO)C(=O)O)CCCCC N-(3-oxooctanoyl)-l-homoserine